FC(C=1C=C(CO)C=CC1C(F)(F)F)(F)F 3,4-bis(trifluoromethyl)benzyl alcohol